3-((2-((4-(3-((4-((3-chloro-4-fluorophenyl)amino)-7-methoxyquinazolin-6-yl)oxy)propyl)piperazin-1-yl)methyl)phenyl)amino)piperidine-2,6-dione ClC=1C=C(C=CC1F)NC1=NC=NC2=CC(=C(C=C12)OCCCN1CCN(CC1)CC1=C(C=CC=C1)NC1C(NC(CC1)=O)=O)OC